C(#C)C=1C=NC2=C(C=C(C=C2C1)OC(C(=O)NCCC)SC)C 2-[(3-ethynyl-8-methyl-6-quinolinyl)oxy]-2-methylthio-N-propylacetamide